3-{2-[(2R,4S)-4-{[(5-methanesulfonylpyrazin-2-yl)oxy]methyl}-2-methylpyrrolidin-1-yl]ethyl}benzonitrile CS(=O)(=O)C=1N=CC(=NC1)OC[C@H]1C[C@H](N(C1)CCC=1C=C(C#N)C=CC1)C